(5s,8s)-8-([1-(2-hydroxyethyl)-1H-pyrazol-4-yl]amino)-N-[(1S)-1-phenylethyl]-2-azaspiro[4.5]decane-2-carboxamide OCCN1N=CC(=C1)NC1CCC2(CCN(C2)C(=O)N[C@@H](C)C2=CC=CC=C2)CC1